ClC=1C=2C(=CNC2C2=C(C1)CN(S(N2)(=O)=O)C[C@H]2CN(CCC2)C(C)=O)Cl (R)-1-(3-((6,7-dichloro-2,2-dioxido-4,9-dihydro-[1,2,6]thiadiazino[4,3-g]indol-3(1H)-yl)methyl)piperidin-1-yl)ethan-1-one